C(C)NS(=O)(=O)C1=C(C=CC(=C1)NC1(COC1)C)C1=CN=C(S1)[C@@H]1CC[C@H](CC1)NC(OC)=O methyl trans-N-[4-[5-[2-(ethylsulfamoyl)-4-[(3-methyloxetan-3-yl)amino]phenyl]thiazol-2-yl]cyclohexyl]carbamate